OCC1(CN(CCC1)C(=O)OCC1=CC=CC=C1)C(=O)OCC 1-benzyl 3-ethyl 3-(hydroxymethyl)piperidine-1,3-dicarboxylate